C(C)[C@]12N(C=3C(=NN=C(C3)C3=C(C(=CC=C3)F)OC)NC1)C[C@@H](C2)OC2=CC(=C(C(=N2)C)CO)C (6-(((6aR,8R)-6a-ethyl-2-(3-fluoro-2-methoxyphenyl)-5,6,6a,7,8,9-hexahydropyrrolo[1',2':4,5]pyrazino[2,3-c]pyridazin-8-yl)oxy)-2,4-dimethylpyridin-3-yl)methanol